CN(CCO)C(=O)OCC1=CC=CC=C1 N-methyl-N-Cbz-ethanolamine